C(C)(C)C1(C=CC=C1)[Ce](C1(C=CC=C1)C(C)C)C1(C=CC=C1)C(C)C tris(isopropylcyclopentadienyl)cerium (iii)